FC(C1=CNC=2C=NN(C(C21)=O)COCC[Si](C)(C)C)(F)F 3-(trifluoromethyl)-5-((2-(trimethylsilyl)ethoxy)methyl)-1,5-dihydro-4H-pyrrolo[2,3-d]Pyridazin-4-one